rac-2-(N-[4-amino-5-[4-[2-[3-(dimethylamino)propylmethyl-amino]-2-oxo-ethoxy]benzoyl]thiazol-2-yl]-4-fluoro-anilino)propanamide NC=1N=C(SC1C(C1=CC=C(C=C1)OCC(=O)N(C)CCCN(C)C)=O)N(C1=CC=C(C=C1)F)[C@@H](C(=O)N)C |r|